methyl 7-bromo-2-(trifluoromethyl)thieno[3,2-b]pyridine-3-carboxylate BrC1=C2C(=NC=C1)C(=C(S2)C(F)(F)F)C(=O)OC